(2S,4R)-4-hydroxy-N'-methyl-N'-(4-(4-methylthiazol-5-yl)phenyl)pyrrolidine-2-carboxylic acid hydrazide hydrochloride Cl.O[C@@H]1C[C@H](NC1)C(=O)NN(C1=CC=C(C=C1)C1=C(N=CS1)C)C